C1(CCCC1)NC1=CC(=C(C=N1)C1=C(N=C(S1)C(=O)NCC1(CCC1)O)C(=O)N1[C@H](CCC1)C)C(F)F (S)-5-(6-(cyclopentylamino)-4-(difluoromethyl)pyridin-3-yl)-N-((1-hydroxycyclobutyl)methyl)-4-(2-methylpyrrolidine-1-carbonyl)thiazole-2-carboxamide